C(C)(=O)O.C1(=CC=CC=C1)N1C(N=NC1=O)=O (4-phenyl-1,2,4-triazoline-3,5-dione) acetate